N-methyl-2-(4-{4-[3-(6-methylpyridin-2-yl)-1H-pyrazol-4-yl]pyridin-2-yl}phenoxy)ethan-1-amine CNCCOC1=CC=C(C=C1)C1=NC=CC(=C1)C=1C(=NNC1)C1=NC(=CC=C1)C